1-methyl-6-((1-(N-(5-methylisoxazol-3-yl)sulfamoyl)cyclopropyl)methyl)-7-oxo-4,5,6,7-tetrahydro-1H-pyrazolo[3,4-c]pyridine-3-carboxamide CN1N=C(C2=C1C(N(CC2)CC2(CC2)S(NC2=NOC(=C2)C)(=O)=O)=O)C(=O)N